(7,7-dioxo-7lambda6-thia-2-azaspiro[3.5]nonan-2-yl)-[3-[4-(2,2,2-trifluoroethyl)phenyl]azetidin-1-yl]methanone O=S1(CCC2(CN(C2)C(=O)N2CC(C2)C2=CC=C(C=C2)CC(F)(F)F)CC1)=O